4-(4-((1-(4-Fluorophenyl)-3-cyclobutylamino)sulfonyl)-3,4-dihydro-2H-pyrido[4,3-b][1,4]thiazin-8-yl)benzonitrile FC1=CC=C(C=C1)C1CC(C1)NS(=O)(=O)N1C2=C(SCC1)C(=CN=C2)C2=CC=C(C#N)C=C2